O=C1NC(CCC1NC1=CC(=C(C=C1)N1CCN(CC1)C1CCN(CC1)C(=O)O[C@@H]1CC[C@H](CC1)NC1=NC=C(C(=N1)C1=CC(=CC=C1)C1=CC=CC=C1)F)F)=O trans-[4-[[5-fluoro-4-(3-phenylphenyl)pyrimidin-2-yl]amino]cyclohexyl] 4-[4-[4-[(2,6-dioxo-3-piperidyl)amino]-2-fluoro-phenyl]piperazin-1-yl]piperidine-1-carboxylate